N-(trityloxy)benzamide C(C1=CC=CC=C1)(C1=CC=CC=C1)(C1=CC=CC=C1)ONC(C1=CC=CC=C1)=O